[C@H]12C([C@H]3CC(C31)C2)C=2C=C(C=CC2)B(O)O (3-((1r,3s,6r)-tricyclo[3.1.1.03,6]heptan-2-yl)phenyl)boronic acid